FC1(OC2=C(O1)C=CC(=C2)N(C(=O)C=2C=C(C=CC2)N2N=C(C=C2COC=2C=CC=NC2)C(F)(F)F)C)F 5-[[2-[3-[(2,2-Difluoro-1,3-benzodioxol-5-yl)-methylcarbamoyl]phenyl]-5-(trifluoromethyl)pyrazol-3-yl]methoxy]pyridin